OCCN(C(CCCCCCC\C=C/CCCCCCCC)=O)CCO N,N-bis(2-hydroxyethyl)oleamide